NC1=NC=CC(=C1F)CC=1C(OC2=CC(=CC=C2C1C)OCC#CC)=O 3-[(2-amino-3-fluoro-4-pyridinyl)methyl]-7-but-2-ynyloxy-4-methyl-chromen-2-one